C1(CC1)OC=1C=C(C=CC1)C1=CC(=NN1C1=C(C=CC=C1)F)C(=O)OC Methyl 5-(3-cyclopropoxyphenyl)-1-(2-fluorophenyl)-1H-pyrazole-3-carboxylate